[Si](C)(C)(C(C)(C)C)O[C@H]1[C@@H](O[C@H]([C@@H](C1)O[Si](C)(C)C(C)(C)C)C)O[C@@H](CC/C=C/C(=O)OC)C methyl (2E,6R)-6-{[(2R,3R,5R,6S)-3,5-bis[(tert-butyldimethylsilyl)oxy]-6-methyloxan-2-yl]oxy}hept-2-enoate